C(=O)O.C1(CC1)C=1C=C(C=2N(C1)C=C(N2)CNC2=NC=C1C=CC(=NC1=C2)[C@@H]2[C@H](C2)C2=NC=CC(=N2)C)N2C(N(C(C2)=O)C)=O |o1:27,28| (6-cyclopropyl-2-(((2-((1S*,2S*)-2-(4-methylpyrimidin-2-yl)cyclopropyl)-1,6-naphthyridin-7-yl)amino)methyl)imidazo[1,2-a]pyridin-8-yl)-3-methylimidazolidine-2,4-dione formic acid salt